(3R)-3-Hydroxy-1-methyl-3-(3-(piperidin-3-yl)isoxazol-5-yl)pyrrolidin O[C@]1(CN(CC1)C)C1=CC(=NO1)C1CNCCC1